FC=1C=C2N(C(C=3N(C2=CC1)N=CC3)=O)CCC(=O)O 3-{7-Fluoro-4-oxo-4H,5H-pyrazolo[1,5-a]quinoxalin-5-yl}propanoic Acid